6-(3-((benzyloxy)methyl)-4-ethyl-5-oxo-4,5-dihydro-1H-1,2,4-triazol-1-yl)-2-(3-(2-((tert-butyldiphenylsilyl)oxy)ethoxy)-2-chlorophenyl)-7-fluoro-4-(prop-1-en-2-yl)isoquinolin-1(2H)-one C(C1=CC=CC=C1)OCC1=NN(C(N1CC)=O)C=1C=C2C(=CN(C(C2=CC1F)=O)C1=C(C(=CC=C1)OCCO[Si](C1=CC=CC=C1)(C1=CC=CC=C1)C(C)(C)C)Cl)C(=C)C